NC1=C(C(=O)N)C=C(C=C1C1CC1)C(F)F 2-amino-3-cyclopropyl-5-(difluoromethyl)benzamide